N1-(2-methoxy-4-methylbenzyl)-N2-(2-(pyridin-2-yl)ethyl)oxalamide COC1=C(CNC(C(=O)NCCC2=NC=CC=C2)=O)C=CC(=C1)C